4-(6-(N-(1-cyanocyclopropyl)sulfamoyl)-3-(5-(difluoromethyl)thiazol-2-yl)imidazo[1,5-a]pyridin-8-yl)-N,N-dimethylpiperazine-1-carboxamide C(#N)C1(CC1)NS(=O)(=O)C=1C=C(C=2N(C1)C(=NC2)C=2SC(=CN2)C(F)F)N2CCN(CC2)C(=O)N(C)C